5-sodiosulfoisophthalate [Na]C=1C=C(C(=C(C(=O)[O-])C1)S(=O)(=O)O)C(=O)[O-]